tert-Butyl 3-[3-cyclopropyl-4-(trifluoromethyl)phenoxy]azetidine-1-carboxylate C1(CC1)C=1C=C(OC2CN(C2)C(=O)OC(C)(C)C)C=CC1C(F)(F)F